ClC=1C(=NC(=NC1)NC=1C=C(C=NC1)N1C(C2(CC1)CCNCC2)=O)N2C[C@@H](CCC2)O (R)-2-(5-((5-chloro-4-(3-hydroxypiperidin-1-yl)pyrimidin-2-yl)amino)pyridin-3-yl)-2,8-diazaspiro[4.5]decan-1-one